N-ethyl-5-fluoro-N-isopropyl-2-((5-(2-(1-((3-methoxypropyl)amino)-4-methylpent-3-yl)-2,6-diazaspiro[3.4]oct-6-yl)-1,2,4-triazin-6-yl)oxy)benzamide C(C)N(C(C1=C(C=CC(=C1)F)OC1=C(N=CN=N1)N1CC2(CN(C2)C(CCNCCCOC)C(C)C)CC1)=O)C(C)C